Sodium 6-(tert-butoxycarbonyl)-8-hydroxy-5,6,7,8-tetrahydro-1,6-naphthyridine-2-sulfonate C(C)(C)(C)OC(=O)N1CC=2C=CC(=NC2C(C1)O)S(=O)(=O)[O-].[Na+]